di-tert-butyl 1-(3-(tert-butoxy)-3-oxopropyl)-2-methylhydrazine-1,2-dicarboxylate C(C)(C)(C)OC(CCN(N(C(=O)OC(C)(C)C)C)C(=O)OC(C)(C)C)=O